C(C)(C)C1=C([O-])C(=CC=C1)C(C)C.[Li+] lithium 2,6-diisopropylphenoxide